C(#N)C1=CC(=C(C(=C1)C(C)C)CC(=O)N[S@](=O)(=N)C1=CC=C(C=C1)CN(C)C)C1CC1 |o1:15| (R)- or (S)-2-(4-cyano-2-cyclopropyl-6-isopropylphenyl)-N-(4-((dimethylamino)methyl)phenyl-sulfonimidoyl)acetamide